NC1=C(N=CC2=C(C(=CC=C12)F)C1=C(N=CS1)C#N)C(=O)NCCC 4-amino-8-(4-cyanothiazol-5-yl)-7-fluoro-N-propylisoquinoline-3-carboxamide